C1(CCCCC1)C1(NC=C(C=C1NC1CCCC1)C1=NC(=NO1)C)N 2-cyclohexyl-N3-Cyclopentyl-5-(3-methyl-1,2,4-oxadiazol-5-yl)pyridine-2,3-diamine